cis-8-dimethylamino-3-(1-methyl-1H-pyrrolo[2,3-b]pyridin-4-yl)-8-phenyl-1,3-diazaspiro[4.5]decan-2-one CN(C1(CCC2(CN(C(N2)=O)C2=C3C(=NC=C2)N(C=C3)C)CC1)C1=CC=CC=C1)C